Cl.COC1C2C3=CC=CC=C3C(CC1)N2C(C)C 9-methoxy-12-(prop-2-yl)-12-azatricyclo[6.3.1.02,7]Dodeca-2,4,6-triene hydrochloride